(di-tert-butyl-phosphino)biphenyl C(C)(C)(C)P(C(C)(C)C)C1=C(C=CC=C1)C1=CC=CC=C1